3-[2-(4-methylphenyl)-5-tert-butyl-pyrazol-3-yl]-1-[4-(2-morpholin-4-ylethoxy)naphthalen-1-yl]urea CC1=CC=C(C=C1)N1N=C(C=C1NC(NC1=CC=C(C2=CC=CC=C12)OCCN1CCOCC1)=O)C(C)(C)C